5-(4-acetyl-piperazin-1-yl)-1-sec-butyl-7-((R)-1-quinolin-3-yl-ethylamino)-1H-pyrazolo[4,3-d]pyrimidine-3-carbonitrile C(C)(=O)N1CCN(CC1)C=1N=C(C2=C(N1)C(=NN2C(C)CC)C#N)N[C@H](C)C=2C=NC1=CC=CC=C1C2